NC1=C(C(C=2C=CC(=CC2C1=O)S(=O)(=O)N)=O)Cl 7-Amino-6-chloro-5,8-dioxonaphthalene-2-sulfonamide